5-(chloromethyl)Adenosine hydrochloride Cl.ClCC12N=CN([C@H]3[C@H](O)[C@H](O)[C@@H](CO)O3)C2=NC=NC1=N